C1(=CC=CC=C1)C1OCC1 PHENYLOXETAN